3-iodoprop-1-ene ICC=C